Cl.COC1=CC=C(C=C1)C1=CC2=C(C(N1C)=O)C(=NO2)C2=CC=NC=C2 6-(4-methoxyphenyl)-5-methyl-3-(4-pyridinyl)-isoxazolo[4,5-c]pyridin-4(5H)-one hydrochloride